6-amino-5-(4-((4-methoxybenzyl)oxy)phenyl)pyrimidin NC1=C(C=NC=N1)C1=CC=C(C=C1)OCC1=CC=C(C=C1)OC